1-indolizin-1-ylpropan-2-amine C=1(C=CN2C=CC=CC12)CC(C)N